Cl.N1N=CC(=C1)C(=O)N 1H-pyrazole-4-carboxamide hydrochloride